NC1=NN2C(C=C(C=C2)C=2C(=C(OCCC(C(C)(O)C3=CC=C(C=C3)F)(F)F)C=CC2)C(F)F)=N1 5-(3-(2-amino-[1,2,4]triazolo[1,5-a]pyridin-7-yl)-2-(difluoromethyl)phenoxy)-3,3-difluoro-2-(4-fluorophenyl)pentan-2-ol